tert-butyl 2-[4-[6-[2-[2-[2-[2,6-bis(oxidanylidene)piperidin-3-yl]-1,3-bis(oxidanylidene)isoindol-5-yl]oxyethoxy]ethylamino]pyridin-3-yl]phenyl]pyrrolo[2,3-c]pyridine-1-carboxylate O=C1NC(CCC1N1C(C2=CC=C(C=C2C1=O)OCCOCCNC1=CC=C(C=N1)C1=CC=C(C=C1)C1=CC=2C(=CN=CC2)N1C(=O)OC(C)(C)C)=O)=O